[Ti].[Si] silicon titanium